1-(5-methylfuran-3-yl)methanamine CC1=CC(=CO1)CN